6-methyl-4-oxo-1-phenyl-1,4-dihydropyridazine-3-carboxylic acid CC1=CC(C(=NN1C1=CC=CC=C1)C(=O)O)=O